tri(sec-butyl)tin azide C(C)(CC)[Sn](C(C)CC)(C(C)CC)N=[N+]=[N-]